S(=O)(=O)(C1=CC=C(C)C=C1)O\N=C(/C1=CN=C2N1C=CC=C2)\C#N (E)-N-(TOSYLOXY)IMIDAZO[1,2-A]PYRIDINE-3-CARBIMIDOYL CYANIDE